BrCCOC1=CC(=C(C=C1)C=1N(C2=NC=NC(=C2N1)OC1(CC1)C)CC1=NC=CC(=C1)C)Cl 8-(4-(2-bromoethoxy)-2-chlorophenyl)-6-(1-methylcyclopropoxy)-9-((4-methylpyridin-2-yl)methyl)-9H-purine